[Li+].N1(CCC1)C[C@@H](C(=O)[O-])CC (S)-2-(azetidin-1-ylmethyl)butanoic acid lithium salt